5-(benzo[b]thiophen-7-yl)octahydrocyclopenta[c]pyrrole hydrochloride Cl.S1C2=C(C=C1)C=CC=C2C2CC1C(CNC1)C2